ClC1=C(C(=CC(=C1)F)Cl)C1=CC=NC2=CC(=CC=C12)O[C@@H](C(=O)N1C[C@@H](CCC1)C)C (3R)-1-[(2R)-2-[[4-(2,6-Dichloro-4-fluoro-phenyl)-7-quinolyl]oxy]propanoyl]-3-methylpiperidin